(9S)-9-ethyl-5-fluoro-9-hydroxy-1-(hydroxymethyl)-4-methyl-2,3,12,15-tetrahydrobenzo[de]pyrano[3',4':6,7]indolizino[1,2-b]quinoline-10,13(1H,9H)-dione C(C)[C@]1(C(OCC=2C(N3CC=4C(=NC=5C=C(C(=C6C5C4C(CC6)CO)C)F)C3=CC21)=O)=O)O